FC1=C(C=C(C=C1)S(=O)(=O)C)C=1N=C(C=2C=CC(=C(C2C1)N)C)N (2-fluoro-5-(methylsulfonyl)phenyl)-6-methylisoquinoline-1,5-diamine